3-methyl-2-[methyl-({1-oxa-3,8-diazaspiro[4.5]decan-8-yl}carbonyl)amino]butanamide CC(C(C(=O)N)N(C(=O)N1CCC2(CNCO2)CC1)C)C